3-[1-(5-benzyl-pyrimidin-2-yl)-2,5-dihydro-1H-pyrrol-3-yl]-6-(1-methyl-1H-pyrazol-4-yl)pyrazolo[1,5-a]pyridine C(C1=CC=CC=C1)C=1C=NC(=NC1)N1CC(=CC1)C=1C=NN2C1C=CC(=C2)C=2C=NN(C2)C